1-(3-(1-isopropyl-6-((5-methylthiazol-2-yl)amino)-1H-pyrrolo[3,2-c]pyridin-4-yl)-9-azabicyclo[3.3.1]non-2-en-9-yl)prop-2-en-1-one C(C)(C)N1C=CC=2C(=NC(=CC21)NC=2SC(=CN2)C)C2=CC1CCCC(C2)N1C(C=C)=O